NC=1N=CN(C(C1C(=O)OC)=O)C1=C(C=CC=C1Cl)Cl Methyl 4-amino-1-(2,6-dichlorophenyl)-6-oxo-1,6-dihydropyrimidine-5-carboxylate